(2R,4R)-2-(5-((+)-1-amino-3-cyclopropyl-1-(pyridin-4-yl)propyl)-2-fluorophenylcarbamoyl)-4-ethoxypyrrolidine-1-carboxylic acid NC(CCC1CC1)(C1=CC=NC=C1)C=1C=CC(=C(C1)NC(=O)[C@@H]1N(C[C@@H](C1)OCC)C(=O)O)F